C1=CC(=CC=2C3=CC=CC=C3NC12)C1=CC=C(C=C1)C=1C=CC=2NC3=CC=CC=C3C2C1 1,4-bis(9H-carbazol-3-yl)benzene